O=C1C(=CN=CN1)C#N 6-oxo-1,6-dihydropyrimidine-5-nitrile